O=C1C(SCC1=O)CC 3,4-dioxoethylthiophene